C(CS(=O)(=O)O)S(=O)(=O)O.NC1=C(C=CC=C1)NC(\C=C\C1=CN(C=C1)S(=O)(=O)C1=CC=C(C=C1)C=1C=NN(C1)C)=O.NC1=C(C=CC=C1)NC(\C=C\C1=CN(C=C1)S(=O)(=O)C1=CC=C(C=C1)C=1C=NN(C1)C)=O (E)-N-(2-amino-phenyl)-3-{1-[4-(1-methyl-1H-pyrazol-4-yl)-benzenesulfonyl]-1H-pyrrol-3-yl}-acrylamide hemiethane-1,2-disulfonate